3-(2-(1H-pyrazol-5-yl)-5-(pyrrolidin-1-yl)thieno[3,2-b]pyridin-7-ylamino)-1-propanol N1N=CC=C1C1=CC2=NC(=CC(=C2S1)NCCCO)N1CCCC1